ClC1=CC=C2C(=N1)N(C=C2C=2C(=NC=CC2OC2CC2)OC)COCC[Si](C)(C)C 3-(6-chloro-1-{[2-(trimethylsilyl)ethoxy]methyl}pyrrolo[2,3-b]pyridin-3-yl)-4-cyclopropoxy-2-methoxypyridine